(S)-Tributyl(1-cyclohexylpropoxy)silane C(CCC)[Si](O[C@@H](CC)C1CCCCC1)(CCCC)CCCC